BrC=1C=C(C=CC1)C1(C(C1)CO)C1=NN=CN1C (2-(3-bromophenyl)-2-(4-methyl-4H-1,2,4-triazol-3-yl)cyclopropyl)methanol